C(#N)C=1C=NN2C1C(=CC(=C2)OCC)C=2C=CC(=NC2)N2CCC(CC2)(CO)NC(C2=C(C=CC=C2F)F)=O N-(1-(5-(3-cyano-6-ethoxypyrazolo[1,5-a]pyridin-4-yl)pyridin-2-yl)-4-(hydroxymethyl)piperidin-4-yl)-2,6-difluorobenzamide